CC1=NC2=C(N1CC1=CC(=CC(=C1)C(F)(F)F)F)C=C(C=C2NS(=O)(=O)CC)C=2C1=C(C(N(C2)C)=O)NC=C1 N-(2-methyl-6-(6-methyl-7-oxo-6,7-dihydro-1H-pyrrolo[2,3-c]pyridin-4-yl)-1-(3-fluoro-5-(trifluoromethyl)benzyl)-1H-benzo[d]imidazol-4-yl)ethanesulfonamide